7-(3,8-diazabicyclo[3.2.1]octan-3-yl)-2-(1-methyl-1H-pyrazol-4-yl)-3H-imidazo[4,5-b]pyridine hydrochloride Cl.C12CN(CC(CC1)N2)C2=C1C(=NC=C2)NC(=N1)C=1C=NN(C1)C